C(C(C)C)C=1SC(=C(N1)C1=CC=C(C=C1)CN1C(=NC=C1)C=1SC=CN1)S(=O)(=O)NC(OCCCC)=O Butyl ((2-isobutyl-4-(4-((2-(thiazol-2-yl)-1H-imidazol-1-yl)methyl)phenyl)thiazol-5-yl) sulfonyl)carbamate